S(=O)(=O)(O)C1=CC=C(C=C1)C=1N=NC(C1N=NC1=CC=C(C=C1)S(=O)(=O)O)=O (4-sulfophenyl)-4-(4-sulfophenylazo)-5-pyrazolone